N-(3-(6-amino-5-(2-(methylamino)ethoxy)pyrimidin-4-yl)-5-fluoro-2-methylphenyl)-4-fluoro-2,2-dimethyl-2,3-dihydro-1H-indene-5-carboxamide NC1=C(C(=NC=N1)C=1C(=C(C=C(C1)F)NC(=O)C=1C(=C2CC(CC2=CC1)(C)C)F)C)OCCNC